3-(5-(((1R,2S)-2-(((1H-indol-5-yl)methyl)amino)cyclopentyl)oxy)-1-oxoisoindolin-2-yl)piperidine-2,6-dione N1C=CC2=CC(=CC=C12)CN[C@@H]1[C@@H](CCC1)OC=1C=C2CN(C(C2=CC1)=O)C1C(NC(CC1)=O)=O